OCCN1[C@@H]2[C@@H](CC[C@H]1CC2)NC2=CC=C(N=N2)C2=C(C=C(C=C2C)C(F)(F)F)O 2-(6-(((1S,2R,5S)-8-(2-Hydroxyethyl)-8-azabicyclo[3.2.1]octan-2-yl)amino)pyridazin-3-yl)-3-methyl-5-(trifluoromethyl)phenol